C1(CCC1)C=1C2=C(SC1)C=C(C(=C2)C#N)F 3-cyclobutyl-6-fluorobenzo[b]thiophene-5-carbonitrile